2-(4-bromobenzyl)-3-hydroxy-N-(4-hydroxyphenyl)-N-phenylpropanamide BrC1=CC=C(CC(C(=O)N(C2=CC=CC=C2)C2=CC=C(C=C2)O)CO)C=C1